CC1(OC(OC1(C)C)C=1C=CC(=NC1)N)C 5-(4,4,5,5-tetramethyl-1,3-dioxolan-2-yl)pyridin-2-amine